1-(2-hydroxyethyl)-[4,4'-bipyridine] bromide [Br-].OCCN1CC=C(C=C1)C1=CC=NC=C1